N-(8,9-Difluoro-6-oxo-1,4,5,6-tetrahydro-2H-pyrano[3,4-c]isoquinolin-1-yl)-4,6-difluoro-N-methyl-1H-indole-2-carboxamide FC=1C(=CC=2C3=C(NC(C2C1)=O)COCC3N(C(=O)C=3NC1=CC(=CC(=C1C3)F)F)C)F